BrC=1C=C(C2=CN(N=C2C1)CC(=O)OCC)Cl Ethyl 2-(6-bromo-4-chloro-2H-indazol-2-yl)acetate